FC1CN(C1)C1=C(C(=C(N=N1)OC1=C(C=C(C=C1)F)C)C(=O)NC1=CC(=CC=C1)SC)C 6-(3-fluoroazetidin-1-yl)-3-(4-fluoro-2-methyl-phenoxy)-5-methyl-N-(3-methylsulfanylphenyl)pyridazine-4-carboxamide